4-[5-(4-methylphenyl)-2-{[(3S)-pyrrolidin-3-ylmethyl]amino}pyrimidin-4-yl]benzonitrile CC1=CC=C(C=C1)C=1C(=NC(=NC1)NC[C@@H]1CNCC1)C1=CC=C(C#N)C=C1